NC=1C=2N(C3=C(N1)C=NC(=C3)C(=O)N3[C@@H]1[C@H](CCC3)OC3=C1C=CC(=C3)OC(F)(F)F)C(=NC2)C (4-amino-1-methylimidazo[1,5-a]pyrido[3,4-e]pyrazin-8-yl)((4aS,9bS)-7-(trifluoromethoxy)-3,4,4a,9b-tetrahydrobenzofuro[3,2-b]pyridin-1(2H)-yl)methanone